6-((6-bromopyridin-2-yl)methylamino)-2-(5-chloropyridin-3-yl)-9H-purine BrC1=CC=CC(=N1)CNC1=C2N=CNC2=NC(=N1)C=1C=NC=C(C1)Cl